CC1(CC[C@H](CO1)NC=1NC(/C(/N1)=C/C=1C=C2N=CC=NC2=CC1)=O)C |r| (±)-(4Z)-2-[(6,6-dimethyltetrahydropyran-3-yl)amino]-4-(quinoxalin-6-ylmethylene)-1H-imidazol-5-one